5-chloro-N-((1r,4r)-4-((3-(2-cyano-4-fluorophenyl)-2-oxo-2,3-dihydro-1H-benzo[d]imidazol-1-yl)methyl)cyclohexyl)-2-(difluoromethyl)nicotinamide ClC=1C=NC(=C(C(=O)NC2CCC(CC2)CN2C(N(C3=C2C=CC=C3)C3=C(C=C(C=C3)F)C#N)=O)C1)C(F)F